N1=CNN2C(=NC=3C(=C21)C=NN3)N pyrazolo[4,3-e][1,2,4]-triazolo[1,5-c]pyrimidine-5-amine